O1N=CC(=C1)NC=1NC=2N(C(C1C1=CC=C(C=C1)OC)=O)N=C(C2C2=CC=CC=C2)C2=CC=CC=C2 5-(isoxazol-4-ylamino)-6-(4-methoxyphenyl)-2,3-diphenylpyrazolo[1,5-a]pyrimidin-7(4H)-one